methyl 5-[[[6-(7,8-dihydro-5H-1,6-naphthyridin-6-yl)-5-methyl-pyridine-3-carbonyl]amino]methyl]pyridine-2-carboxylate N1=CC=CC=2CN(CCC12)C1=C(C=C(C=N1)C(=O)NCC=1C=CC(=NC1)C(=O)OC)C